tert-butyl (4-(2-amino-4-(dipropylcarbamoyl)-8-(3-((3-(hydroxymethyl)azetidin-1-yl)sulfonyl)phenyl)-3H-benzo[b]azepin-6-yl)but-3-yn-1-yl)carbamate NC=1CC(=CC2=C(N1)C=C(C=C2C#CCCNC(OC(C)(C)C)=O)C2=CC(=CC=C2)S(=O)(=O)N2CC(C2)CO)C(N(CCC)CCC)=O